4-(2-aminopropan-2-yl)-1H-1,2,3-triazol NC(C)(C)C=1N=NNC1